COCCN1C(C(=CC=C1)CCN1C(C2=CC=CC=C2C1=O)=O)=O 2-(2-(1-(2-methoxyethyl)-2-oxo-1,2-dihydropyridin-3-yl)ethyl)isoindoline-1,3-dione